(1S,3aS,6aR)-2-(9-fluoro-9H-fluorene-9-carbonyl)-N-((R)-4-hydroxy-3-oxo-1-((S)-2-oxopyrrolidin-3-yl)butan-2-yl)octahydrocyclopenta[c]pyrrole-1-carboxamide FC1(C2=CC=CC=C2C=2C=CC=CC12)C(=O)N1[C@@H]([C@H]2[C@@H](C1)CCC2)C(=O)N[C@H](C[C@H]2C(NCC2)=O)C(CO)=O